N-(3-chloro-2-methylphenyl)-4-{[(3-{[2-methyloxetan-2-yl]methoxy}pyridin-4-yl)methyl]amino}-2-oxo-1,2,5,6-tetrahydropyridine-3-carbothioamide ClC=1C(=C(C=CC1)NC(=S)C=1C(NCCC1NCC1=C(C=NC=C1)OCC1(OCC1)C)=O)C